1'-(1-(2,2-difluoroethyl)-1H-pyrazolo[3,4-b]pyrazin-6-yl)-8-(6-(trifluoromethyl)pyridin-3-yl)-8-azaspiro[bicyclo[3.2.1]octane-3,3'-pyrrolidin]-2'-one FC(CN1N=CC=2C1=NC(=CN2)N2C(C1(CC2)CC2CCC(C1)N2C=2C=NC(=CC2)C(F)(F)F)=O)F